ClC1=C(C=C(C=C1)NC1=C(C(C1=O)=O)NC1=C(C=C(OC2=CC(=NC=C2)C(=O)NC)C=C1)F)C(F)(F)F 4-(4-(2-(4-chloro-3-(trifluoromethyl)phenylamino)-3,4-dioxocyclobut-1-enylamino)-3-fluorophenoxy)-N-methylpyridine-2-carboxamide